COC(C1=C(N=C(C=C1)Br)NC(=O)[C@H]1N(C[C@@H](C1)F)C(CN1N=C(C2=CC(=CC=C12)C=1C=NC(=NC1)C)C(C)=O)=O)=O ((2S,4R)-1-(2-(3-acetyl-5-(2-methylpyrimidin-5-yl)-1H-indazol-1-yl)acetyl)-4-fluoropyrrolidine-2-carboxamido)-6-bromonicotinic acid methyl ester